2-fluoro-6-(fluoromethyl)pyridine FC1=NC(=CC=C1)CF